C(C)(C)(C)OC(=O)N1CC2=C(CC1)N(N=C2C#N)C2=NC(=CC=C2C(C)=O)N2C=NC1=C2C=C(C=C1)NC=1N=NC(=CC1)C 1-[3-acetyl-6-[6-[(6-methylpyridazin-3-yl)amino]benzimidazol-1-yl]-2-pyridinyl]-3-cyano-6,7-dihydro-4H-pyrazolo[4,3-c]pyridine-5-carboxylic acid tert-butyl ester